OCCN(CCO)CCCCCCO[Si](OC(OCCCCCCCCC1C(C1)CCCCCCCC)CCCCCCCCCCCCCCC)(C)C 3-(2-hydroxyethyl)-11,11-dimethyl-22-(2-octylcyclopropyl)-13-pentadecyl-10,12,14-trioxa-3-aza-11-siladocosan-1-ol